2-(3,5-difluorophenyl)-N-(4-(1-methyl-4-(trifluoromethyl)-1H-imidazol-2-yl)benzyl)-7H-purin-6-amine FC=1C=C(C=C(C1)F)C1=NC(=C2NC=NC2=N1)NCC1=CC=C(C=C1)C=1N(C=C(N1)C(F)(F)F)C